C(=O)(OC(C)(C)C)NC(O)=O.FC(C1=NC=C(C=C1)C1=C(C=C(C=C1)[N+](=O)[O-])C=1N=NNN1)F 2-(difluoromethyl)-5-(4-nitro-2-(2H-tetrazol-5-yl)phenyl)pyridine BOC-carbamate